1-((5-(4-iodophenyl)isoxazol-3-yl)methyl)-1H-imidazole-2-carboxylic acid ethyl ester C(C)OC(=O)C=1N(C=CN1)CC1=NOC(=C1)C1=CC=C(C=C1)I